C(C1=CC=CC=C1)OC1=C(C=CC=C1)B(O)O (2-(benzyloxy)phenyl)boronic acid